FC(C1=NN=C(S1)NC(=O)C1=NN2C(C(N(CC2)CC=2C(=NC=CC2)C)=O)=C1CC)F 3-ethyl-5-(2-methylpyridin-3-ylmethyl)-4-oxo-4,5,6,7-tetrahydropyrazolo[1,5-a]pyrazine-2-carboxylic acid (5-difluoromethyl[1,3,4]thiadiazol-2-yl)amide